8-(4-(methylcarbamoyl)phenyl)-2-(4-(benzyloxy)phenyl)-5,7-dimethoxy-4H-chromen-4-one CNC(=O)C1=CC=C(C=C1)C=1C(=CC(=C2C(C=C(OC12)C1=CC=C(C=C1)OCC1=CC=CC=C1)=O)OC)OC